4-tertiary butyl-N,N-dimethylaniline C(C)(C)(C)C1=CC=C(N(C)C)C=C1